ethyl 2-(2-((7-(5-methyl-1,2,4-oxadiazol-3-yl) isoquinolin-1-yl) amino) ethyl)-3H-imidazo[4,5-b]pyridine-6-carboxylate CC1=NC(=NO1)C1=CC=C2C=CN=C(C2=C1)NCCC1=NC=2C(=NC=C(C2)C(=O)OCC)N1